(3-(4-(1-acryloylpiperidin-4-yl)pyridin-2-yl)-5-methylbenzoyl)-2-fluorobenzenesulfonohydrazide C(C=C)(=O)N1CCC(CC1)C1=CC(=NC=C1)C=1C=C(C(=O)C=2C(=C(C=CC2)S(=O)(=O)NN)F)C=C(C1)C